COCN(C1=NC(=NC(=N1)N(COC)COC)N(COC)COC)COC N,N,N',N',N'',N''-Hexakis(methoxymethyl)-1,3,5-triazine-2,4,6-triamine